4'-Cyclopropyl-5-(difluoromethoxy)-6'-methoxy-N-(2-methoxy-4-(1-methyl-4-(trifluoromethyl)-1H-imidazol-2-yl)benzyl)-[2,5'-bipyrimidin]-4-amine C1(CC1)C1=NC=NC(=C1C1=NC=C(C(=N1)NCC1=C(C=C(C=C1)C=1N(C=C(N1)C(F)(F)F)C)OC)OC(F)F)OC